ICCOCCOCC 2-(2-(2-iodoethoxy)ethoxy)ethane